(4-(5-aminoisoxazol-3-yl)piperidin-1-yl)(5-methoxy-1H-indol-2-yl)methanone NC1=CC(=NO1)C1CCN(CC1)C(=O)C=1NC2=CC=C(C=C2C1)OC